N[C@@H](C(=O)O)CC1=CC=C(C=C1)NC(=N)N (R)-2-amino-3-(4-guanidinophenyl)propanoic acid